8-chloro-1-naphthaldehyde ClC=1C=CC=C2C=CC=C(C12)C=O